t-Butyl (S)-4-(((3-cyclohexyl-1-methoxy-1-oxopropan-2-yl)carbamoyl)oxy)-4-phenylpiperidine-1-carboxylate C1(CCCCC1)C[C@@H](C(=O)OC)NC(=O)OC1(CCN(CC1)C(=O)OC(C)(C)C)C1=CC=CC=C1